1-(3-(4-Amino-3-(3-chloro-4-(pyridin-2-ylmethoxy)phenyl)-1H-pyrazolo[3,4-d]pyrimidin-1-yl)piperidin-1-yl)prop-2-en-1-one NC1=C2C(=NC=N1)N(N=C2C2=CC(=C(C=C2)OCC2=NC=CC=C2)Cl)C2CN(CCC2)C(C=C)=O